4-(methoxy-d3)-N-(2-oxaspiro[3.5]nonan-7-yl)-5-(1-(2,2,2-trifluoroethyl)-1H-benzo[d][1,2,3]triazol-6-yl)pyrrolo[2,1-f][1,2,4]triazin-2-amine C(OC1=NC(=NN2C1=C(C=C2)C=2C=CC1=C(N(N=N1)CC(F)(F)F)C2)NC2CCC1(COC1)CC2)([2H])([2H])[2H]